tert-butyl 4-(5-methoxy-3-oxopentanethioyl)piperazine-1-carboxylate COCCC(CC(=S)N1CCN(CC1)C(=O)OC(C)(C)C)=O